(pyridin-4-yl)-1,2,3,4-tetrahydroacridin-9-amine N1=CC=C(C=C1)C1CCCC2=NC3=CC=CC=C3C(=C12)N